isopropyl-diethyl-silicon C(C)(C)[Si](CC)CC